(3R)-6'-chloro-6-(trifluoromethyl)-3'H-spiro[indoline-3,1'-isobenzofuran]-2,3'-dione ClC1=CC=C2C(O[C@@]3(C2=C1)C(NC1=CC(=CC=C13)C(F)(F)F)=O)=O